ClC=1C=C(C=C(C1)Cl)C1=NC(=CC(=C1)CN1CCC(CC1)C[C@@H](C(=O)O)C)OC=1N=NC(=CC1)N1CCN(CC1)C (S)-3-(1-((2-(3,5-dichlorophenyl)-6-((6-(4-methylpiperazin-1-yl)pyridazin-3-yl)oxy)pyridin-4-yl)methyl)piperidin-4-yl)-2-methylpropanoic acid